BrC=1C=CC(=NC1)C(C(=O)[O-])(C)C 2-(5-bromopyridin-2-yl)-2-methylpropanoate